CC(=O)N(CC=C)CC=C N,N-diallylacetamide